FC(OC1=NN(C(=C1)C)C1=NC(=CC=C1C#N)N1C=NC2=C1C=C(C(=C2)OC2COC2)NC=2N=NC(=CC2)C)F 2-[3-(difluoromethoxy)-5-methyl-pyrazol-1-yl]-6-[6-[(6-methylpyridazin-3-yl)amino]-5-(oxetan-3-yloxy)benzimidazol-1-yl]pyridine-3-carbonitrile